(S)-1-(trityloxy)octadecan-2-ol C(C1=CC=CC=C1)(C1=CC=CC=C1)(C1=CC=CC=C1)OC[C@H](CCCCCCCCCCCCCCCC)O